BrCC1=C2C=NC(=NC2=CC=C1)C(=O)C1OC=CC=C1 5-(bromomethyl)quinazolineCarbonyl-oxainine